ClC=1C(=C(C=CC1)NC1=NC=NC2=CC(=C(C=C12)[N+](=O)[O-])C#CC12CN(CC2C1)C(=O)OC(C)(C)C)F tert-butyl 1-((4-((3-chloro-2-fluorophenyl)amino)-6-nitroquinazolin-7-yl)ethynyl)-3-azabicyclo[3.1.0]hexane-3-carboxylate